monomethyl-benzoylphosphonic acid sodium salt [Na+].CC1=CC=C(C(=O)P([O-])([O-])=O)C=C1.[Na+]